IC1=C2C=CC=NC2=C(C=C1)N1C(C(C1=O)C)CC(C#N)(C)C 3-(1-(5-iodoquinolin-8-yl)-3-methyl-4-oxoazetidin-2-yl)-2,2-dimethylpropionitrile